C[Si](OC1=CCC(=CC1)O[Si](C)(C)C)(C)C 1,4-bis((trimethylsilyl)oxy)cyclohexa-1,4-diene